2-phenyl-3,4,5-trimethyl-2-phenyl-1H-imidazol-3-ium C1(=CC=CC=C1)C1(NC(=C([NH+]1C)C)C)C1=CC=CC=C1